OCC12CC(C1)(C2)N2C(N1[C@@H](CN(CC1)C(=O)[O-])C2)=O (R)-2-(3-(hydroxymethyl)bicyclo[1.1.1]pentan-1-yl)-3-oxohexahydroimidazo[1,5-a]pyrazine-7(1H)-carboxylate